NCCOCCOCCC(=O)NC1=C(C(=O)NC=2SC(=C(N2)C2CCOCC2)C)C=CC=C1 2-(3-(2-(2-aminoethoxy)ethoxy)propan-amido)-N-(5-methyl-4-(tetrahydro-2H-pyran-4-yl)thiazol-2-yl)benzamide